cis-2-[4-[4-(4-Chlorophenyl)-5-(triazol-2-ylmethyl)-1,2,4-triazol-3-yl]cyclohexyl]oxypyridine ClC1=CC=C(C=C1)N1C(=NN=C1CN1N=CC=N1)[C@H]1CC[C@H](CC1)OC1=NC=CC=C1